butyl 4-(7-(8-chloro-7-fluoronaphthalen-1-yl)-8-fluoro-3-methoxy-1,6-naphthyridin-4-yl)piperazine-1-carboxylate ClC=1C(=CC=C2C=CC=C(C12)C1=NC=C2C(=C(C=NC2=C1F)OC)N1CCN(CC1)C(=O)OCCCC)F